C(C)(C)(C)C=1C=C(C=C(C1O)C(C)(C)C)CCC(=O)N(CCCCCCN)C(CCC1=CC(=C(C(=C1)C(C)(C)C)O)C(C)(C)C)=O N,N-bis[3-(3,5-di-tert-butyl-4-hydroxyphenyl)propionyl]hexamethylenediamine